O1C(CCCC1)OC1=CC=C(C(=O)OC2=C(C=C(C=C2)\C=C\C(=O)OC)OC)C=C1 (E)-2-methoxy-4-(3-methoxy-3-oxoprop-1-en-1-yl)phenyl 4-((tetrahydro-2H-pyran-2-yl)oxy)-benzoate